3,3-Bis(3-methyl-4-hydroxyphenyl)-1-(4-hydroxyphenyl)butane CC=1C=C(C=CC1O)C(CCC1=CC=C(C=C1)O)(C)C1=CC(=C(C=C1)O)C